CC(C)OC1=CC=C(C=C1)B(O)O [4-(propan-2-yloxy)phenyl]boronic acid